2-(2,4-Dichloro-5-fluorobenzylidene)hydrazinecarboximidamide ClC1=C(C=NNC(N)=N)C=C(C(=C1)Cl)F